dipropyl ditoluenesulfonate C(C1=CC=CC=C1)S(=O)(=O)OCCC.C(C1=CC=CC=C1)S(=O)(=O)OCCC